8,9-dichloro-7-(2,6-difluorophenyl)-2-[(E)-2-ethoxyvinyl]-5H-pyrimido[1,2-a][1,4]benzodiazepin-3-one ClC1=C(C=CC2=C1C(=NCC=1N2C=C(C(N1)=O)\C=C\OCC)C1=C(C=CC=C1F)F)Cl